C(CCCCCCC)/C(/C(=O)N)=C/C(=O)N n-octyl-maleamide